4-[[(1R)-1-[3-(difluoromethyl)-2-fluoro-phenyl]ethyl]amino]-2-methyl-6-[(3S)-1-methyl-3-(trifluoromethyl)pyrrolidin-3-yl]pyrido[3,4-d]pyridazine-1,7-dione FC(C=1C(=C(C=CC1)[C@@H](C)NC1=NN(C(C=2C1=CN(C(C2)=O)[C@@]2(CN(CC2)C)C(F)(F)F)=O)C)F)F